(-)-2-(difluoromethyl)-8-ethyl-8-(2-hydroxyethyl)-6H-spiro[1,6-naphthyridine-5,3'-oxetan]-7(8H)-one FC(C1=NC=2C(C(NC3(COC3)C2C=C1)=O)(CCO)CC)F